FC1(CCN(CC1)CC1=CC=C(C=C1)NC(=O)NCC1=CC=C(C=C1)OC)F ({4-[(4,4-difluoropiperidyl)methyl]phenyl}amino)-N-[(4-methoxyphenyl)methyl]carboxamide